7-bromo-3,4-dimethyl-1H-indole BrC=1C=CC(=C2C(=CNC12)C)C